6-bromo-1'-(2-((tert-butyldimethylsilyl)oxy)ethyl)-2H-spiro[benzofuran-3,4'-imidazolidin]-2'-one BrC1=CC2=C(C=C1)C1(NC(N(C1)CCO[Si](C)(C)C(C)(C)C)=O)CO2